2,6-dimethyl-4-heptaneol CC(C)CC(CC(C)C)O